BrC1=C(C=C(C=C1)[N+](=O)[O-])NC1=NC(=NC=C1Cl)NC=1C=NN(C1)C N4-(2-bromo-5-nitrophenyl)-5-chloro-N2-(1-methyl-1H-pyrazol-4-yl)pyrimidine-2,4-diamine